ClC1=CC=2N(C=C1)C=NC2CC(=O)NC2=NC=CC(=C2)NCC=2N=C1N(C=C(C=C1C#N)C1CC1)C2 2-(7-chloroimidazo[1,5-a]pyridin-1-yl)-N-(4-(((8-cyano-6-cyclopropylimidazo[1,2-a]pyridin-2-yl)methyl)amino)pyridin-2-yl)acetamide